(R)-N-(6-chloro-8-methylisoquinolin-1-yl)-4-(5-methyl-1,3,4-oxadiazol-2-yl)-N-(piperidin-3-yl)benzamide ClC=1C=C2C=CN=C(C2=C(C1)C)N(C(C1=CC=C(C=C1)C=1OC(=NN1)C)=O)[C@H]1CNCCC1